(2-(4-bromophenyl)thiazol-5-ylmethyl)anilineOl BrC1=CC=C(C=C1)C=1SC(=CN1)CN(C1=CC=CC=C1)O